C[Si]1(C(=C(C(=C1C1=CC=CC=C1)C1=CC=CC=C1)C1=CC=CC=C1)C1=CC=CC=C1)C1=CC=CC=C1 1-methyl-1,2,3,4,5-pentaphenylsilacyclopentadiene